Methyl-(2S)-2-[4-fluoro-2-(4-butoxy-4,5-dihydroisoxazol-3-yl)phenoxy]propanoat COC([C@H](C)OC1=C(C=C(C=C1)F)C1=NOCC1OCCCC)=O